6-(2,6-Dichlorophenyl)-2-((3,5-dichloro-4-((3S,5R)-3,4,5-trimethylpiperazin-1-yl)phenyl)amino)-8,9-dihydroimidazo[1,2-a]pyrimido[5,4-e]pyrimidin-5(6H)-one ClC1=C(C(=CC=C1)Cl)N1C=2N(C3=C(C1=O)C=NC(=N3)NC3=CC(=C(C(=C3)Cl)N3C[C@@H](N([C@@H](C3)C)C)C)Cl)CCN2